C(C)OC(=O)C1=C(N=C(N1OCC1=CC=C(C=C1)Br)C1=CC(=CC=C1)C#N)C 1-[(4-bromobenzyl)oxy]-2-(3-cyanophenyl)-4-methyl-1H-imidazole-5-carboxylic acid ethyl ester